C[C@@]1([C@@H](N2C(C[C@H]2S1(=O)=O)=O)C(=O)O)/C=N/NC(C1=CN=CC=C1)=O (2S,3R,5R)-3-methyl-3-((E)-(2-nicotinoylhydrazono)methyl)-7-oxo-4-thia-1-azabicyclo[3.2.0]heptane-2-carboxylic acid 4,4-dioxide